2-((1S,4s)-4-(((2R,3S,5R)-3-((N,N-dimethylsulfamoyl)(4-methoxybenzyl)amino)-5-methylpyrrolidin-2-yl)methoxy)cyclohexyl)phenyl trifluoromethanesulfonate FC(S(=O)(=O)OC1=C(C=CC=C1)C1CCC(CC1)OC[C@@H]1N[C@@H](C[C@@H]1N(CC1=CC=C(C=C1)OC)S(N(C)C)(=O)=O)C)(F)F